(R)-1-ethyl-4-hydroxypyrrolidin-2-one C(C)N1C(C[C@H](C1)O)=O